N-(4-methyl-3-((4-(pyridin-3-yl)pyrimidin-2-yl)amino)phenyl)benzamide CC1=C(C=C(C=C1)NC(C1=CC=CC=C1)=O)NC1=NC=CC(=N1)C=1C=NC=CC1